benzyl ((1r,4r)-4-((2-fluoroethyl)amino)cyclohexyl)carbamate FCCNC1CCC(CC1)NC(OCC1=CC=CC=C1)=O